[NH4+].FC1=C(C(=O)NCC23CCC(CC2)(CC3)C3=NOC(=N3)C3=NC=C(N=C3)C(F)(F)F)C=C(C(=C1F)O)F 2,3,5-trifluoro-4-hydroxy-N-[(4-{5-[5-(trifluoromethyl)pyrazin-2-yl]-1,2,4-oxadiazol-3-yl}bicyclo[2.2.2]octan-1-yl)methyl]benzamide, ammonium salt